tert-butyl ((1-(3-(benzyloxy)-5-((2-chloro-3-(4-hydroxy-1,5,5-trimethyl-2-oxo-2,5-dihydro-1H-pyrrole-3-carboxamido)phenyl)thio)pyrazin-2-yl)-4-methylpiperidin-4-yl)methyl)carbamate C(C1=CC=CC=C1)OC=1C(=NC=C(N1)SC1=C(C(=CC=C1)NC(=O)C=1C(N(C(C1O)(C)C)C)=O)Cl)N1CCC(CC1)(C)CNC(OC(C)(C)C)=O